C(C)(C)(C)NC(O[C@H]1C[C@H](CC1)C1=CC(=NN1)NC(CC1=NC(=C(C=C1)Cl)C)=O)=O (1R,3S)-3-(3-{[(5-chloro-6-methylpyridin-2-yl)-acetyl]amino}-1H-pyrazol-5-yl)cyclopentyl tert-butyl-carbamate